C(C)(C)(C)OC(=O)N([C@H](C(=O)N(C)[C@@H](C(=O)OC)CC1=CC(=NO1)OC)CC(C)C)C methyl (R)-2-((S)-2-((tert-butoxycarbonyl)(methyl)amino)-N,4-dimethylpentanamido)-3-(3-methoxyisoxazol-5-yl)propanoate